(1r,3r)-3-(Dimethylamino)cyclobutyl(8-amino-7-fluoro-6-(8-methyl-2,3-dihydro-1H-pyrido[2,3-b][1,4]oxazin-7-yl)isoquinolin-3-yl)carbamate CN(C1CC(C1)N(C([O-])=O)C=1N=CC2=C(C(=C(C=C2C1)C1=C(C2=C(OCCN2)N=C1)C)F)N)C